NC([C@H](C(C)C)NC(C(CC)(C1=CC=C(C=C1)CC)NC(=O)C=1C=NN2C1N[C@H](CC2(C)C)C2=CC=CC=C2)=O)=O (5R)-N-(1-(((2S)-1-Amino-3-methyl-1-oxobutan-2-yl)amino)-2-(4-ethylphenyl)-1-oxobutan-2-yl)-7,7-dimethyl-5-phenyl-4,5,6,7-tetrahydropyrazolo[1,5-a]pyrimidine-3-carboxamide